(1S,3'R,6'R)-6-CHLORO-3,4-DIHYDRO-2H,15'H-SPIRO[NAPHTHALENE-1,22'-[20]OXA[7,13]DITHIA[1,14]DIAZATETRACYCLO[14.7.2.03,6.019,24]PENTACOSA[16,18,24]TRIEN]-15'-ONE 7',7',13',13'-TETRAOXIDE ClC=1C=C2CCC[C@]3(COC4=CC=C5C(NS(CCCCCS([C@@H]6CC[C@@H]6CN(C3)C4=C5)(=O)=O)(=O)=O)=O)C2=CC1